3-bromo-1-(3-chloro-2-pyridyl)-4'-cyano-2'-methyl-6'-(methylcarbamoyl)-pyrazole-5-carboxanilide BrC1=NN(C(=C1)C(=O)NC1=C(C=C(C=C1C(NC)=O)C#N)C)C1=NC=CC=C1Cl